CCCCCCCCCCCCCCCCCCCCCCCC(=O)N[C@@H](CO[C@H]1[C@@H]([C@H]([C@@H]([C@H](O1)CO)O[C@H]2[C@@H]([C@H]([C@H]([C@H](O2)CO)O[C@H]3[C@@H]([C@H]([C@H]([C@H](O3)CO)O)O)NC(=O)C)O)O)O[C@H]4[C@@H]([C@H]([C@H]([C@H](O4)CO)O)O)NC(=O)C)O)[C@@H](/C=C/CCCCCCCCCCCCC)O The molecule is a glycotetraosylceramide Having N-acetyl-beta-D-galactosaminyl-(1->3)-[N-acetyl-beta-D-galactosaminyl-(1->4)-beta-D-galactosyl-(1->4)]-beta-D-glucosyl as the glycotetraosyl component and which is acylated on the amino group by a tetracosanoyl group. A leukaemia-associated antigen with an unusual branching structure. It has a role as an antigen. It derives from a tetracosanoic acid.